ClC1=C(C=CC(=C1)O)C1=CC=C2CC/C(/C(C2=C1)=O)=N/O (2Z)-7-(2-chloro-4-hydroxyphenyl)-2-(hydroxyimino)-1,2,3,4-tetrahydronaphthalen-1-one